N-Ethyl-5-fluoro-N-isopropyl-2-((4-(7-(((2S,5R)-5-(3-(2,2,2-trifluoroethyl)ureido)tetrahydro-2H-pyran-2-yl)methyl)-2,7-diazaspiro[3.5]nonan-2-yl)pyrimidin-5-yl)oxy)benzamide C(C)N(C(C1=C(C=CC(=C1)F)OC=1C(=NC=NC1)N1CC2(C1)CCN(CC2)C[C@H]2OC[C@@H](CC2)NC(=O)NCC(F)(F)F)=O)C(C)C